N4-(5-chloro-4-(7-fluoro-1-methyl-1H-indol-3-yl)pyrimidin-2-yl)-N-(2-(dimethylamino)ethyl)-N1-methyl-2-nitrobenzene-1,4-diamine ClC=1C(=NC(=NC1)NC1=CC(=C(C=C1)N(C)CCN(C)C)[N+](=O)[O-])C1=CN(C2=C(C=CC=C12)F)C